(S)-ethyl 2-(tert-butoxy)-2-(7-(4-chlorophenyl)-2-(3-(3-ethyl-2-oxoimidazolidin-1-yl)-1-methyl-1H-indazol-5-yl)-5-methylbenzo[d]thiazol-6-yl)acetate C(C)(C)(C)O[C@H](C(=O)OCC)C1=C(C2=C(N=C(S2)C=2C=C3C(=NN(C3=CC2)C)N2C(N(CC2)CC)=O)C=C1C)C1=CC=C(C=C1)Cl